C(C=C)ON1C(N2C(C3=C(C1C2)C=NN3C)\C=N\O)=O (E)-5-(allyloxy)-1-methyl-6-oxo-4,5,6,8-tetrahydro-1H-4,7-methanopyrazolo[3,4-E][1,3]Diazepine-8-formaldoxime